ClC1=CC=C(CC2=CC=NC=C2)C=C1 4-(4-Chlorobenzyl)pyridine